FC([C@H](N[S@@](=O)C(C)(C)C)C1(CCN(CC1)C(=O)OC(C)(C)C)F)F tert-butyl 4-[(1R)-2,2-difluoro-1-{[(S)-2-methylpropane-2-sulfinyl] amino} ethyl]-4-fluoropiperidine-1-carboxylate